(S)-pyrrolidine-3-carboxamide hydrochloride Cl.N1C[C@H](CC1)C(=O)N